C(C1=CC=CC=C1)OC1=NC(=CC=C1N1C(N(C2=C1C=CC(=C2)N2CCC(CC2)(OC)CC(=O)OC(C)(C)C)C)=O)OCC2=CC=CC=C2 tert-butyl 2-(1-(1-(2,6-bis(benzyloxy)pyridin-3-yl)-3-methyl-2-oxo-2,3-dihydro-1H-benzo[d]imidazol-5-yl)-4-methoxypiperidin-4-yl)acetate